C(C)(C)(C)C=1C=C(N=NC1)C1CC(CC1)C1=CC(=NN1)NC1=C(C2=C(NS(C2)(=O)=O)C=C1)F 5-((5-(3-(5-(tert-butyl)pyridazin-3-yl)cyclopentyl)-1H-pyrazol-3-yl)amino)-4-fluoro-1,3-dihydrobenzo[c]isothiazole 2,2-dioxide